(1-(2-hydroxy-2-methylpropyl)-1H-pyrazol-4-yl)-1-isopropyl-3-methyl-8-(thieno[3,2-c]pyridin-2-yl)-3,6-dihydroimidazo[4,5-d]pyrrolo[2,3-b]pyridin-2(1H)-one OC(CN1N=CC(=C1)C1=C2C(=C3C(=N1)NC=C3C3=CC=1C=NC=CC1S3)N(C(N2C)=O)C(C)C)(C)C